methyl (2E)-7-((1R,2R,3R,5S)-5-acetoxy-2-hydroxymethyl-3-((tetrahydro-2H-pyran-2-yl)oxy)cyclopentyl)hept-2-enoate C(C)(=O)O[C@H]1C[C@H]([C@H]([C@H]1CCCC/C=C/C(=O)OC)CO)OC1OCCCC1